2-bromo-1-(3-iodophenyl)ethan-1-one BrCC(=O)C1=CC(=CC=C1)I